ClC1=C(C=CC=C1)N1C(N=C(C2=C1N=C(C=C2)C(F)(F)F)NC=2N=CN(C2)C)=O 1-(2-Chlorophenyl)-4-((1-methyl-1H-imidazol-4-yl)amino)-7-(trifluoromethyl)pyrido[2,3-d]pyrimidin-2(1H)-one